(R)-N-((1R,4R,E)-5'-bromo-4-methoxyspiro[cyclohexane-1,2'-indene]-3'(1'H)-ylidene)-2-methylpropane-2-sulfinamide BrC=1C=C2\C(\C3(CC2=CC1)CCC(CC3)OC)=N\[S@](=O)C(C)(C)C